C(=O)NCCCCCCNC=O N,N'-diformyl-1,6-diaminohexane